ClC=1C=NC(=C(C1N1C(C=2C(C1=O)=CC=CC2)=O)Cl)F 3,5-dichloro-4-phthalimido-6-fluoropyridine